1-[6-[5-(8-chloro-3-hydroxy-1-naphthyl)-1-methyl-4-(1-methylindazol-5-yl)imidazol-2-yl]-2-azaspiro[3.3]heptan-2-yl]prop-2-en-1-one ClC=1C=CC=C2C=C(C=C(C12)C1=C(N=C(N1C)C1CC2(CN(C2)C(C=C)=O)C1)C=1C=C2C=NN(C2=CC1)C)O